2-(difluoromethoxy)-4-(4-isopropylpiperazin-1-yl)aniline FC(OC1=C(N)C=CC(=C1)N1CCN(CC1)C(C)C)F